(2-(6-bromopyridin-2-yl)-1,6-naphthyridin-7-yl)methanamine BrC1=CC=CC(=N1)C1=NC2=CC(=NC=C2C=C1)CN